C(C)N1[C@@H]2CN([C@H](C1)C2)C2=C(C=C(C(=C2)OC)NC2=NC=NC(=C2)N2OCC[C@@H]2C=2C=NC(=CC2)C)NC(C=C)=O N-(2-((1S,4S)-5-ethyl-2,5-diazabicyclo[2.2.1]heptane-2-yl)-4-methoxy-5-((6-((R)-3-(6-methylpyridine-3-yl)isoxazolidine-2-yl)pyrimidine-4-yl)amino)-phenyl)acrylamide